3-(1-methyl-7-(piperidin-4-yl)-1H-indol-3-yl)piperidine-2,6-dione CN1C=C(C2=CC=CC(=C12)C1CCNCC1)C1C(NC(CC1)=O)=O